pyrazole-5-boronic acid pinacol ester N1N=CC=C1B1OC(C)(C)C(C)(C)O1